methyl 2-[[3-(2-amino-6-oxo-1H-pyrimidin-4-yl)-1-(difluoro methyl)pyrazol-4-yl]methyl]benzoate NC=1NC(C=C(N1)C1=NN(C=C1CC1=C(C(=O)OC)C=CC=C1)C(F)F)=O